BrC=1C=NC(=NC1)C1(CC(C1)(C)C#N)NS(=O)C(C)(C)C N-[1-(5-bromopyrimidin-2-yl)-3-cyano-3-methylcyclobutyl]-2-methylpropane-2-sulfinamide